C(C)(C)(C)OC(=O)N[C@@H]1[C@@H]2CC[C@H](C1)N2C(=O)OCC2=CC=CC=C2 benzyl (1S,2S,4R)-2-((tert-butoxycarbonyl) amino)-7-azabicyclo[2.2.1]heptane-7-carboxylate